NC=1C(NC2=C3C=CC=NC3=C(C=C2C1C1=C2C=NNC2=C(C(=C1)F)F)C)=O 3-amino-4-(6,7-difluoro-1H-indazol-4-yl)-6-methyl-1H-1,7-phenanthrolin-2-one